(S)-2-(4-(2-((4-chloro-2-fluorobenzyl)oxy)pyrimidin-4-yl)-2,5-difluorobenzyl)-1-(4,4-dimethyltetrahydrofuran-3-yl)-1H-benzo[d]imidazole-6-carboxylic acid ClC1=CC(=C(COC2=NC=CC(=N2)C2=CC(=C(CC3=NC4=C(N3[C@@H]3COCC3(C)C)C=C(C=C4)C(=O)O)C=C2F)F)C=C1)F